C1(CC1)CC=1N=C(C2=C(N1)OC(=C2C(=O)N)C)NC2(CC2)C (cyclopropylmethyl)-6-methyl-4-[(1-methylcyclopropyl)amino]furo[2,3-d]pyrimidine-5-carboxamide